N1=CC=C(C=C1)C(CC(=O)N)C1(CC1)C(F)(F)F 3-(pyridin-4-yl)-3-(1-(trifluoromethyl)cyclopropyl)propanamide